C(C)OC(=O)C1=C(SC(=C1C(=O)OCC)N=CC=1SC(=CC1)[N+](=O)[O-])NC(=O)C1CCOCC1 (tetrahydro-2H-pyran-4-carboxamido)-5-(5-nitrothiophen-2-yl)methyleneaminothiophene-3,4-dicarboxylic acid diethyl ester